[C@@]12(COC[C@@H]2C1)COC1=NN=C(S1)NC(=O)C=1C=NC(=CC1C1=CC(=NC=C1OC)Cl)C N-(5-(((1R,5R)-3-oxabicyclo(3.1.0)hexan-1-yl)methoxy)-1,3,4-thiadiazol-2-yl)-2'-chloro-5'-methoxy-6-methyl-(4,4'-bipyridine)-3-carboxamide